carbon hexaenoic acid C(C=CCCC)(=O)O.[C]